(R)-5-ethynyl-2-(4-methyl-6-(piperidin-3-ylamino)pyridazin-3-yl)phenol C(#C)C=1C=CC(=C(C1)O)C=1N=NC(=CC1C)N[C@H]1CNCCC1